(2-isopropoxypyridin-3-yl)methanamine C(C)(C)OC1=NC=CC=C1CN